(3R,4R,5S)-4-acetamido-5-amino-3-(1-ethyl-propoxy)-1-cyclohexene-1-carboxylic acid ethyl ester C(C)OC(=O)C1=C[C@H]([C@@H]([C@H](C1)N)NC(C)=O)OC(CC)CC